6-(3,4-difluorobenzylidene)-2-azaspiro[3.3]heptane-2-carboxylic acid tert-butyl ester C(C)(C)(C)OC(=O)N1CC2(C1)CC(C2)=CC2=CC(=C(C=C2)F)F